7-fluoro-2-[3-[2-[6-oxo-5-(trifluoromethyl)-1H-pyridazin-4-yl]pyrazolidin-1-yl]propyl]-6-[5-(trifluoromethyl)pyrimidin-2-yl]isoquinolin-1-one FC1=C(C=C2C=CN(C(C2=C1)=O)CCCN1N(CCC1)C=1C=NNC(C1C(F)(F)F)=O)C1=NC=C(C=N1)C(F)(F)F